ON=CCP(O)(=O)C(C)C (2-(hydroxyimino)ethyl)(isopropyl)phosphinic acid